N-[5-(2-cyanopyridin-4-yl)-4-fluoro-2-[(3R,5S)-3,4,5-trimethylpiperazin-1-yl]phenyl]-6-oxo-4-(trifluoromethyl)-1H-pyridine-3-carboxamide C(#N)C1=NC=CC(=C1)C=1C(=CC(=C(C1)NC(=O)C1=CNC(C=C1C(F)(F)F)=O)N1C[C@H](N([C@H](C1)C)C)C)F